N,N'-diaminoGuanidin NNC(=N)NN